C1(CC1)C(C)C1=C(C=2CCC2C=C1)NC(=O)NS(=O)(=N)C=1OC=C(C1)C(C)(C)O N-((3-(1-cyclopropylethyl)bicyclo[4.2.0]octa-1(6),2,4-trien-2-yl)carbamoyl)-4-(2-hydroxypropan-2-yl)furan-2-sulfonimidamide